ClC1=C2C3(C(NC2=CC=C1)=O)CC3 4'-chlorospiro[cyclopropane-1,3'-indolin]-2'-one